S1SCC=C1.[Ni] nickel dithiole